C1(CC1)C1=C(C=NC(=C1)C(NC=1C(=C(C=CC1)C1=C(C(=CC=C1)NC(C1=NC=C(C(=C1)C1CC1)CN1C[C@@H](CC1)O)=O)C)C)=O)CN[C@H](CO)C(=O)OCC Ethyl ((4-cyclopropyl-6-((3'-(4-cyclopropyl-5-(((R)-3-hydroxypyrrolidin-1-yl)methyl)picolinamido)-2,2'-dimethyl-[1,1'-biphenyl]-3-yl)carbamoyl) pyridin-3-yl)methyl)-D-serinate